(((4-methoxybenzyl)amino)methyl)-[1,2,4]triazolo[4,3-a]quinazolin-5(4H)-one COC1=CC=C(CNCC2=NN=C3N2C2=CC=CC=C2C(N3)=O)C=C1